(S)-2-((6-bromoquinazolin-4-yl)amino)-N-propyl-propionamide BrC=1C=C2C(=NC=NC2=CC1)N[C@H](C(=O)NCCC)C